ClC=1C=2C(=N[C@H](C3=NC(=NN3C2C=NC1C(F)(F)F)C(=O)NC[C@H](C)O)C)C1=C(C=CC=C1F)F (7S)-11-chloro-9-(2,6-difluorophenyl)-N-[(2S)-2-hydroxypropyl]-7-methyl-12-(trifluoromethyl)-2,3,5,8,13-pentazatricyclo[8.4.0.02,6]tetradeca-1(10),3,5,8,11,13-hexaene-4-carboxamide